N1=C(C=CC(=C1)O[C@H]1[C@@H](CCC1)N(C)C)C1=NC=CC=C1 (1R,2R)-2-([2,2'-bipyridin]-5-yloxy)-N,N-dimethylcyclopentan-1-amine